COC(C1=C(C=CC(=C1)CNC(=O)N1CCC2(NC3=CC=C(C=C3C(C2)=O)F)CC1)F)=O 2-fluoro-5-((6'-fluoro-4'-oxo-3',4'-dihydro-1'H-spiro[piperidine-4,2'-quinoline]-1-carboxamido)methyl)benzoic acid methyl ester